N-(5-cyano-4-((2-methoxyethyl)amino)pyridin-2-yl)-4-fluoro-7-formyl-6-((2-oxo-1,3-oxazepan-3-yl)methyl)-3,4-dihydro-2,4-methylene-1,8-naphthyridine-1(2H)-carboxamide C(#N)C=1C(=CC(=NC1)NC(=O)N1C2CC(C3=CC(=C(N=C13)C=O)CN1C(OCCCC1)=O)(C2)F)NCCOC